Cl.[Hg] hydrargyrum hydrochloride